C(=O)[O-].C[NH+](C)CCCC N,N-dimethylbutylammonium formate